4-dimethylamino-1,5-dimethyl-2-phenyl-3-pyrazolone CN(C=1C(N(N(C1C)C)C1=CC=CC=C1)=O)C